[NH4+].[Br+] bromine-ammonium salt